6-(3-methyl-1H-pyrazol-4-yl)thieno[3,2-d]Pyrimidin-4(3H)-one hemihydrate O.CC1=NNC=C1C1=CC=2N=CNC(C2S1)=O.CC1=NNC=C1C1=CC=2N=CNC(C2S1)=O